FC=1C=C(C=CC1)NC1=CC(=NC=N1)N1CCC(CC1)N1CC2=CC=CC=C2CC1 trans-1-(6-((3-Fluorophenyl)amino)pyrimidin-4-yl)-4-(3,4-dihydroisoquinolin-2(1H)-yl)piperidin